tert-Butyl (1S,2R)-2-azidocyclopentylcarbamate N(=[N+]=[N-])[C@H]1[C@H](CCC1)NC(OC(C)(C)C)=O